CC12CC3(CC(CC(C1)(C3)C)C2)NCC2=C(C=C(CSC3=C1CN(C(C1=CC=C3)=O)C3C(NC(CC3)=O)=O)C=C2)F 3-(4-((4-(((3,5-dimethyladamantan-1-yl)amino)methyl)-3-fluorobenzyl)thio)-1-oxoisoindolin-2-yl)piperidine-2,6-dione